N-Benzyl-2-[(trifluoroacetyl)amino]-4,5,6,7-tetrahydro-1-benzothiophen-3-carboxamid C(C1=CC=CC=C1)NC(=O)C1=C(SC2=C1CCCC2)NC(C(F)(F)F)=O